(6-chloro-1-methoxy-2,7-naphthyridin-4-yl)propane-1,2-diol ClC=1C=C2C(=CN=C(C2=CN1)OC)C(C(C)O)O